trifluoromethyl-(4-methyl)phenylacetylene FC(F)(F)C#CC1=CC=C(C=C1)C